C(CCCCC)N(CCCCCC)C N,N-dihexylmethylamine